5-ethynylbenzoic acid C(#C)C=1C=CC=C(C(=O)O)C1